tert-butyl 4-(7-bromo-2-(((1R,2R)-2-(4-((2-(tert-butoxy)-2-oxoethoxy)methyl)piperidin-1-yl)cyclopentyl)oxy)-6-chloro-8-fluoroquinazolin-4-yl)piperazine-1-carboxylate BrC1=C(C=C2C(=NC(=NC2=C1F)O[C@H]1[C@@H](CCC1)N1CCC(CC1)COCC(=O)OC(C)(C)C)N1CCN(CC1)C(=O)OC(C)(C)C)Cl